FC=1C=C(C=NC1)OCCN(CCC(C(=O)O)NC=1C2=C(N=CN1)C=CC=N2)CCCCC2=NC=1NCCCC1C=C2 4-((2-((5-fluoropyridin-3-yl)oxy)ethyl)(4-(5,6,7,8-tetrahydro-1,8-naphthyridin-2-yl)butyl)amino)-2-(pyrido[3,2-d]pyrimidin-4-ylamino)butanoic acid